CC(CN1C(C=CC2=C1N=C(N=C2)N[C@@H](C)C2=CC=C(C=C2)C2=CSC=C2)=O)(C)C 8-(2,2-Dimethylpropyl)-2-({(1S)-1-[4-(thiophen-3-yl)phenyl]ethyl}amino)pyrido[2,3-d]pyrimidin-7(8H)-on